3-chloro-1-ethyl-1H-pyrrolo[3,2-c]pyridine-7-carbaldehyde ClC1=CN(C2=C1C=NC=C2C=O)CC